lead-zinc-sulfide [S-2].[Zn+2].[Pb+2].[S-2]